FC(C1=CC=C(CN2[C@H]3CC(C[C@@H]2CC3)NC(=O)C3=CC=C2C=CNC2=C3)C=C1)(F)F N-((1R,3s,5S)-8-(4-(trifluoromethyl)benzyl)-8-azabicyclo[3.2.1]oct-3-yl)-1H-indole-6-carboxamide